C12CNCC2C1N1C=NC2=CC=C(C=C2C1=O)OC1=C(C#N)C(=CC=C1F)F 2-[3-(3-azabicyclo[3.1.0]hexan-6-yl)-4-oxo-quinazolin-6-yl]oxy-3,6-difluoro-benzonitrile